tert-butyl (2-(3-(cyanomethyl)-1H-indol-5-yl)ethyl)carbamate C(#N)CC1=CNC2=CC=C(C=C12)CCNC(OC(C)(C)C)=O